BrC1=C(C(=O)OC)C=C(C(=C1)O)N methyl 2-bromo-4-hydroxy-5-aminobenzoate